6-((3R,4S)-4-((R)-3-(3,5-difluorophenyl)isoxazolidine-2-carbonyl)-3-fluoropiperidin-1-yl)-N,N-dimethyl-pyrimidine-4-carboxamide FC=1C=C(C=C(C1)F)[C@@H]1N(OCC1)C(=O)[C@H]1[C@H](CN(CC1)C1=CC(=NC=N1)C(=O)N(C)C)F